3-nitro-1-(1-(phenylsulfonyl)indolin-5-yl)propan-1-ol [N+](=O)([O-])CCC(O)C=1C=C2CCN(C2=CC1)S(=O)(=O)C1=CC=CC=C1